ClC=1C=CC(=C(C1)C(=O)N1CC2(C1)C=C(C(C(C2)(C)C)=O)C#N)OC 2-(5-chloro-2-methoxybenzene-1-carbonyl)-8,8-dimethyl-7-oxo-2-azaspiro[3.5]non-5-ene-6-carbonitrile